C(CCC)C(C(=O)O)(CCC(=O)O)CC α-butyl-α-ethylglutaric acid